BrCC(=O)OC(CCCCCCCCC)O decanediol bromoacetate